2-(phthalimidomethyl)-3-oxobutanoate C1(C=2C(C(N1CC(C(=O)[O-])C(C)=O)=O)=CC=CC2)=O